N-(β-aminoethyl)-γ-aminopropyltripropoxysilane NCCNCCC[Si](OCCC)(OCCC)OCCC